1-N-[4-[7-[1-(difluoromethyl)pyrazol-3-yl]quinolin-4-yl]oxyphenyl]-1-N'-(4-fluorophenyl)cyclopropane-1,1-dicarboxamide FC(N1N=C(C=C1)C1=CC=C2C(=CC=NC2=C1)OC1=CC=C(C=C1)NC(=O)C1(CC1)C(=O)NC1=CC=C(C=C1)F)F